4-(cyclopentylamino)-2-((4-(1,1-dioxido-1,2-thiazinan-2-yl)-3-fluorophenyl)amino)-7H-pyrrolo[2,3-d]pyrimidine-5-carbonitrile C1(CCCC1)NC=1C2=C(N=C(N1)NC1=CC(=C(C=C1)N1S(CCCC1)(=O)=O)F)NC=C2C#N